5-(p-chlorophenyl)-hydantoin ClC1=CC=C(C=C1)C1C(NC(N1)=O)=O